ClC1=C(C=C(C=O)C=C1)C1(CCCC1)O 4-chloro-3-(1-hydroxycyclopentyl)benzaldehyde